BrC1=CC(=C(C(=O)OC)C=C1)S(=O)(=N[Si](C)(C)C(C)(C)C)Cl Methyl 4-bromo-2-(N-(tert-butyldimethylsilyl)-S-chlorosulfonimidoyl)benzoate